ClC1=C(C#N)C=C(C(=C1)O)C1=C(C=CC(=C1)OC1CC1)F 2-chloro-5-(5-cyclopropyloxy-2-fluorophenyl)-4-hydroxybenzonitrile